C1(=CC=CC=C1)C=1N=C2C(=NC1)C(=NC=C2)Cl 2-phenyl-5-chloropyrido[3,4-b]pyrazine